ClC1=C(C=CC=C1Cl)C#CC=1SC2=C(N=C(N=C2)N2CCC3(CC2)[C@@H](C2=CC=CC=C2C3)N)N1 (S)-1'-(2-((2,3-dichlorophenyl)ethynyl)thiazolo[4,5-d]pyrimidin-5-yl)-1,3-dihydrospiro[inden-2,4'-piperidin]-1-amine